1-(4-Methylpiperidin-1-yl)-2-(4-phenyl-3,4-dihydroquinoxalin-1(2H)-yl)ethan-1-one CC1CCN(CC1)C(CN1CCN(C2=CC=CC=C12)C1=CC=CC=C1)=O